(S,E)-N-(1-(2-bromopyridin-4-yl)propylidene)-2-methylpropane-2-sulfinamide BrC1=NC=CC(=C1)\C(\CC)=N\[S@@](=O)C(C)(C)C